C(C)(C)(C)OC(=O)N1[C@@H](CCC1)[C@@H]([C@H](C(=O)O)C)OC (2R,3R)-3-((S)-1-(tert-butoxycarbonyl)pyrrolidin-2-yl)-3-methoxy-2-methylpropionic acid